C(CCCCCCCCCC=CCCCCCCCC)(=O)OCCCCCCCCCCCCCCCCCCCCCCCCCCCCCCCCCO 33-hydroxytritriacontyl eicos-11-enoate